C1(CC1)N1C(=NN=C1)C=1C=C(C=CC1)NC(OCC1=CC=CC=C1)=O Benzyl (3-(4-cyclopropyl-4H-1,2,4-triazol-3-yl)phenyl)carbamate